ClC1=C(C=CC(=C1)C(F)(F)F)NC(=O)C1(CCC1)N1N=C2C(=C1)CN(C2)C(=O)OC(C)(C)C tert-butyl 2-(1-((2-chloro-4-(trifluoromethyl)phenyl) carbamoyl)cyclobutyl)-2,6-dihydropyrrolo[3,4-c]pyrazole-5(4H)-carboxylate